tert-butyl 3-[[[2-[N-[(2R,4R)-4-methoxypyrrolidine-2-carbonyl]-4-(pentafluoro-λ6-sulfanyl)anilino]-2-(3-pyridyl)acetyl]amino]methyl]-3-methyl-piperidine-1-carboxylate CO[C@@H]1C[C@@H](NC1)C(=O)N(C1=CC=C(C=C1)S(F)(F)(F)(F)F)C(C(=O)NCC1(CN(CCC1)C(=O)OC(C)(C)C)C)C=1C=NC=CC1